CN(C([S-])=S)C.[Cu+2].CN(C([S-])=S)C Copper(II) Dimethyldithiocarbamate